1,2-bis(3-methylphenoxy)-ethane CC=1C=C(OCCOC2=CC(=CC=C2)C)C=CC1